C(#N)[C@@H](CO)NC(=O)C=1C(N(N=C(C1)C=1C=NC(=CC1)C(F)(F)F)C1=CC(=CC=C1)F)=O N-[(1S)-1-Cyano-2-hydroxyethyl]-2-(3-fluorophenyl)-3-oxo-6-[6-(trifluoromethyl)pyridin-3-yl]-2,3-dihydropyridazine-4-carboxamide